bisulfate sulfonium salt [SH3+].S([O-])(O)(=O)=O